(Fluorosulfonyl)sulfamoyl fluoride FS(=O)(=O)NS(=O)(=O)F